C(C#C)([2H])([2H])NC(OC(C)(C)C)=O tert-butyl (prop-2-yn-1-yl-1,1-d2)carbamate